CN(C(OCC1=CC=CC=C1)=O)CC1=C(C=CC=C1)B1OC(C(O1)(C)C)(C)C benzyl N-methyl-N-{[2-(tetramethyl-1,3,2-dioxaborolan-2-yl)phenyl] methyl}carbamate